N(=[N+]=[N-])[C@@H]1C[C@@H]([C@H](O[C@H]1SC1=CC=C(C=C1)C)\C=N\[S@](=O)C(C)(C)C)OCC1=CC=CC=C1 (NE,R)-N-[[(2R,3S,5R,6S)-5-azido-3-benzyloxy-6-(p-tolylsulfanyl)tetrahydropyran-2-yl]methylene]-2-methyl-propane-2-sulfinamide